(S)-3-((tert-Butyldiphenylsilyl)oxy)-2-hydroxy-N-methylpropanamide [Si](C1=CC=CC=C1)(C1=CC=CC=C1)(C(C)(C)C)OC[C@@H](C(=O)NC)O